FC(C1(CC(=NO1)C1=C(C=CC=C1)OC)O)F 5-(difluoromethyl)-3-(2-methoxyphenyl)-4H-isoxazol-5-ol